OC1=C(NC=2SC([C@H](N2)C(=O)OC(C)C)(C)C)C=CC=C1 Propan-2-yl (4R)-2-(2-hydroxyanilino)-5,5-dimethyl-4,5-dihydro-1,3-thiazole-4-carboxylate